(trifluoromethyl)quinazoline-2,4-dione FC(F)(F)C1=C2C(NC(NC2=CC=C1)=O)=O